(Z)-3-amino-2-cyano-3-phenylprop-2-enoic acid ethyl ester C(C)OC(\C(=C(\C1=CC=CC=C1)/N)\C#N)=O